C(C)N1C(C[C@H](C1)CN1N=C2N=C(C=CC2=C1C)C1=C(C=C(C=C1C)C(F)(F)F)O)=O (R)-1-ethyl-4-((6-(2-hydroxy-6-methyl-4-(trifluoromethyl)phenyl)-3-methyl-2H-pyrazolo[3,4-b]pyridin-2-yl)methyl)pyrrolidin-2-one